FC(C)(F)C=1C=CC(=C(C1)C(C(=O)O)CC)F 5-(1,1-difluoroethyl)-2-fluoro-phenylbutyric acid